N1=CC(=CC2=CC=CC=C12)C1=CC=C(CC2=CCN(CC2)C(=O)[C@@H]2OCCC2)C=C1 (R)-(4-(4-(quinolin-3-yl)benzyl)-5,6-dihydropyridin-1(2H)-yl)(tetrahydrofuran-2-yl)methanone